FCCCN1C[C@H](CC1)OC1=CC=C(C=C1)C1=C(CCCC2=C1C=CC(=C2)O)C2=CC=C(C=C2)SC(F)(F)F 5-[4-[(3S)-1-(3-fluoropropyl)pyrrolidin-3-yl]oxyphenyl]-6-[4-(trifluoro-methylsulfanyl)phenyl]-8,9-dihydro-7H-benzo[7]annulen-2-ol